tricarboxyphenyl-boronic acid C(=O)(O)C1=C(C(=C(C=C1)B(O)O)C(=O)O)C(=O)O